CS(=O)(=O)[O-].C[N+](CC(CCCCCCCCCC)CCCCCCCC)(C)C N,N,N-trimethyl-2-octyldodecan-1-aminium methansulphonate